tert-butyl 7-(4-(((S)-3-fluoro-2-methoxypropyl)amino)butyl)-2-methyl-3,4-dihydro-1,8-naphthyridine-1(2H)-carboxylate FC[C@H](CNCCCCC1=CC=C2CCC(N(C2=N1)C(=O)OC(C)(C)C)C)OC